N-(naphthalen-1-yl)-2-pentyl-2H-indazole C1(=CC=CC2=CC=CC=C12)N1N(CC2=CC=CC=C12)CCCCC